N-cyclobutyl-N-(2-hydroxy-2-pyrazin-2-yl-ethyl)-3-(trifluoromethyl)-6,7-dihydro-5H-cyclopenta[c]pyridine-6-carboxamide C1(CCC1)N(C(=O)C1CC2=C(C=NC(=C2)C(F)(F)F)C1)CC(C1=NC=CN=C1)O